CN1CCN(CC1)CCNC1=NC(=NC(=N1)N)C1=CC=CC=C1 (2-(4-methylpiperazin-1-yl)ethyl)-6-phenyl-1,3,5-triazine-2,4-diamine